C(C)(C)(C)OC(N(C)CCOCCOCCO)=O (2-(2-(2-hydroxyethoxy)ethoxy)ethyl)(methyl)carbamic acid tert-butyl ester